FC=1C=C(C=C(C1F)C(=O)C=1C=C2N=C(C=NC2=CC1)N1CCOCC1)NC(=O)NC1=CC(=C(C=C1)F)F 1-(3,4-difluoro-5-(3-morpholinoquinoxaline-6-carbonyl)phenyl)-3-(3,4-difluorophenyl)urea